BrC1=C(C=C(C=C1)Br)N 2,5-dibromophenylamine